3-[5-fluoro-3-([1,2,4]triazolo[1,5-a]pyridin-6-yl)pyridin-2-yl]-3-methoxy-5,5-dimethyl-6-oxocyclohex-1-ene-1-carbonitrile FC=1C=C(C(=NC1)C1(C=C(C(C(C1)(C)C)=O)C#N)OC)C=1C=CC=2N(C1)N=CN2